tert-butyl 7-bromo-2,3-dihydrothieno[2,3-f][1,4]thiazepine-4(5H)-carboxylate 1,1-dioxide BrC1=CC2=C(CN(CCS2(=O)=O)C(=O)OC(C)(C)C)S1